(3-aminoazetidin-1-yl)(4-(2-(7,8-dimethyl-[1,2,4]triazolo[1,5-a]pyridin-6-yl)-3-isopropyl-1H-indol-5-yl)piperidin-1-yl)methanone NC1CN(C1)C(=O)N1CCC(CC1)C=1C=C2C(=C(NC2=CC1)C=1C(=C(C=2N(C1)N=CN2)C)C)C(C)C